1-(4-chloro-3-isopropoxyphenylmethyl)piperazine ClC1=C(C=C(C=C1)CN1CCNCC1)OC(C)C